C(C)(C)(C)C=1C=C(C(=C(C1)[C@H](C(=O)O)N1C[C@@H](CC1)OCCCCCC1=NC=2NCCCC2C=C1)OC)F (R)-2-(5-(tert-butyl)-3-fluoro-2-methoxyphenyl)-2-((R)-3-((5-(5,6,7,8-tetrahydro-1,8-naphthyridin-2-yl)pentyl)oxy)pyrrolidin-1-yl)acetic acid